{6-[(2-methylphenyl)thio]-3,4-dihydronaphthalen-1-yl}methylamine, hydrochloride Cl.CC1=C(C=CC=C1)SC=1C=C2CCC=C(C2=CC1)CN